(4R)-4-[3-[3-[4-[3-(Methylsulfonylmethyl)azetidin-1-yl]phenyl]azetidin-1-yl]-3-oxo-propyl]oxazolidin-2-one CS(=O)(=O)CC1CN(C1)C1=CC=C(C=C1)C1CN(C1)C(CC[C@H]1NC(OC1)=O)=O